3-((6-(Chloromethyl)pyrimidin-4-yl)amino)piperidine-2,6-dione ClCC1=CC(=NC=N1)NC1C(NC(CC1)=O)=O